propyl-nonyl-phenol acrylate C(C=C)(=O)OC1=C(C(=CC=C1)CCC)CCCCCCCCC